3-(cyclopropylmethylene)benzonitrile C1(CC1)C=C1CC(C#N)=CC=C1